3-(3-(4-aminobutoxy)phenyl)piperidine-2,6-dione NCCCCOC=1C=C(C=CC1)C1C(NC(CC1)=O)=O